ClC1=NC2=CC3=C(C=C2C(=C1C(C)C)C1=CC=C(C=C1)F)C=NN3 7-chloro-5-(4-fluorophenyl)-6-isopropyl-1H-pyrazolo[4,3-g]quinoline